C12(CC(C1)C2)NC(=O)N[C@@H](CO)C2=CC(=CC=C2)C(F)(F)F 1-(1-bicyclo[1.1.1]pentanyl)-3-[(1R)-2-hydroxy-1-[3-(trifluoromethyl)phenyl]ethyl]urea